5-(8-ethyl-2-methylimidazo[1,2-a]pyridin-6-yl)-2-(6-{[(3R,4S)-3-fluoro-2,2,6,6-tetramethylpiperidin-4-yl]oxy}pyridazin-3-yl)pyridin-3-ol C(C)C=1C=2N(C=C(C1)C=1C=C(C(=NC1)C=1N=NC(=CC1)O[C@@H]1[C@@H](C(NC(C1)(C)C)(C)C)F)O)C=C(N2)C